C1(=CC=CC=C1)P(C1=CC=C(C=C1)C=C)C1=CC=CC=C1 diphenyl-(4-vinylphenyl)phosphorus